C1(CC1)[C@H](COC)N(C(C(=O)OCC(F)(F)F)=O)CC1=NC=C(C=C1)C(F)(F)F (R)-2,2,2-trifluoroethyl 2-((1-cyclopropyl-2-methoxyethyl)((5-(trifluoromethyl)pyridin-2-yl)methyl)amino)-2-oxoacetate